N-(2-((4-tert-butylphenyl)amino)-1-(4-methoxyphenyl)-2-oxoethyl)-N-methyltetrahydro-2H-thiopyran-4-carboxamide 1-oxide C(C)(C)(C)C1=CC=C(C=C1)NC(C(C1=CC=C(C=C1)OC)N(C(=O)C1CCS(CC1)=O)C)=O